3,3',4,4'-biphenyl-tetramine C1(=CC(=C(C=C1)N)N)C1=CC(=C(C=C1)N)N